COC(=O)C=1C(N(N=C(C1)C1=CC=C(C=C1)Cl)C=1C=NN(C1)COCC[Si](C)(C)C)=O 6-(4-chlorophenyl)-3-oxo-2-(1-{[2-(trimethylsilyl)ethoxy]methyl}-1H-pyrazol-4-yl)-2,3-dihydropyridazine-4-carboxylic acid methyl ester